C(CCC)NC(CCCCCCCCCCCCCCCCC(=O)NCC(=O)O)=O (18-(butylamino)-18-oxooctadecanoyl)glycine